3-Methyl-5-ethynylpyridine CC=1C=NC=C(C1)C#C